OCC1C(N(CCC1C1=CC(=CC=C1)OCCOC)C(=O)OC(C)(C)C)C tert-butyl (trans,trans)-3-(hydroxymethyl)-4-[3-(2-methoxyethoxy)phenyl]-2-methylpiperidine-1-carboxylate